2-(benzo[d]thiazol-2-yl)-6-(2-(benzo[d]thiazol-2-yl)-4-methoxyphenoxy)-4-methoxy-3-(4-nitro-1H-pyrazol-1-yl)phenol S1C(=NC2=C1C=CC=C2)C2=C(C(=CC(=C2N2N=CC(=C2)[N+](=O)[O-])OC)OC2=C(C=C(C=C2)OC)C=2SC1=C(N2)C=CC=C1)O